N-(1,2-Dimethylpiperidin-4-yl)-N-methyl-5-[4-(2H-1,2,3-triazol-2-yl)-1H-indol-7-yl][1,3]thiazolo[5,4-d][1,3]thiazol-2-amin CN1C(CC(CC1)N(C=1SC=2N=C(SC2N1)C=1C=CC(=C2C=CNC12)N1N=CC=N1)C)C